FC(C1=C(COC(=C(C(=O)O)C#N)C2=CC(=CC=C2)OC)C=CC(=C1)C(F)(F)F)(F)F (2,4-bis(trifluoromethyl)benzyl)oxy-3-methoxyphenyl-2-cyanoacrylic acid